C(C)(=O)N(C1=C(C=C(C=C1)C1=CC=C(C=N1)C(=O)NCC=1C(=NC=CC1)C)C)CC(C)C 6-[4-[acetyl-(isobutyl)amino]-3-methyl-phenyl]-N-[(2-methyl-3-pyridinyl)methyl]pyridine-3-carboxamide